ClC=1C=C(CCl)C=C(C1)[N+](=O)[O-] 3-Chloro-5-nitrobenzyl chloride